tert-butyl rac-(3R,4S)-3-fluoro-4-hydroxy-4-[7-(8-methoxy-2-methyl-imidazo[1,2-b]pyridazin-6-yl)-5-oxo-thiazolo[3,2-a]pyrimidin-2-yl]piperidine-1-carboxylate F[C@@H]1CN(CC[C@]1(C1=CN2C(=NC(=CC2=O)C=2C=C(C=3N(N2)C=C(N3)C)OC)S1)O)C(=O)OC(C)(C)C |r|